C(CCC)O[C@H]1C[C@H](CCC1)NC(=O)C1=CN(C2=C1C(N(C=C2C)C)=O)C N-((1S,3R)-3-butoxycyclohexyl)-1,5,7-trimethyl-4-oxo-4,5-dihydro-1H-pyrrolo[3,2-c]pyridine-3-carboxamide